CN(C1=CC2=C(N=C(S2)C2=CC=C(C=C2)C=2C=CC(=NC2)N(CCOCCOCCOCCOCCOCC(=O)[O-])C(=O)OC(C)(C)C)C=C1)C 2-[2-[2-[2-[2-[2-[[5-[4-[6-(dimethylamino)-1,3-benzothiazol-2-yl]phenyl]pyridin-2-yl]-[(2-methylpropan-2-yl)oxycarbonyl]amino]ethoxy]ethoxy]ethoxy]ethoxy]ethoxy]ethanoate